3,6-diazabicyclo[3.2.1]octan C12CNCC(NC1)C2